indium-selenium [Se].[In]